N1(CCOCC1)CC=1C=C(CN2C(C(=C(C=C2C)OCC2=C(C=C(C=C2)F)F)Br)=O)C=CC1 1-[3-((morpholin-4-yl)methyl)benzyl]-3-bromo-4-[(2,4-difluorobenzyl)oxy]-6-methylpyridin-2(1H)-one